ClC1=NN2C(N=CC3=C2C(CN3)(C)C3CC3)=C1 2-chloro-8-cyclopropyl-8-methyl-7,8-dihydro-6H-pyrazolo[1,5-a]pyrrolo[2,3-e]pyrimidine